CC1=NC2=CC=CC(=C2C(N1C1C(NC(CC1)=O)=O)=O)NCC1=NC=C(C=C1)CN1CCCCC1 3-(2-methyl-4-oxo-5-(((5-(piperidin-1-ylmethyl)pyridin-2-yl)methyl)amino)quinazolin-3(4H)-yl)piperidine-2,6-dione